S1C(=CC=C1)C1=NC(=NC(=C1)C(F)(F)F)S (thien-2-yl)-6-(trifluoromethyl)pyrimidine-2-thiol